((((4-((S)-2-((S)-2-(3-(2,5-dioxo-2,5-dihydro-1H-pyrrol-1-yl) propionamido)-3-methylbutanamido)-5-ureidovaleryl) benzyl) oxy) (hydroxy) phosphoryl) oxy)-4-methylpentanoate O=C1N(C(C=C1)=O)CCC(=O)N[C@H](C(=O)N[C@H](C(=O)C1=CC=C(COP(=O)(O)OC(C(=O)[O-])CC(C)C)C=C1)CCCNC(=O)N)C(C)C